ClC1=CC=C(C(=N1)C(=O)N)S(N[C@@H]([C@H](C)C1=C2CCCC2=CC=C1)C=1OC(NN1)=O)(=O)=O 6-Chloro-3-(N-((1S,2R)-2-(2,3-dihydro-1H-inden-4-yl)-1-(5-oxo-4,5-dihydro-1,3,4-oxadiazol-2-yl)propyl)sulfamoyl)picolinamide